ClC1=CC=C(C(=N1)C(=O)O)NC(C)C=1C=2C3=C(N(C(C2C=C(C1)C)=O)C)N(N=C3)CC3=CC=C(C=C3)OC 6-chloro-3-((1-(3-(4-methoxybenzyl)-4,7-dimethyl-5-oxo-4,5-dihydro-3H-pyrazolo[3,4-c]isoquinolin-9-yl)ethyl)amino)picolinic acid